NC=1C(=C(C(=O)P(OCC)(=O)C2=CC=CC=C2)C(=CC1C)C)C ethyl P-(3-amino-2,4,6-trimethylbenzoyl)P-phenylphosphinate